C(C1=CC=CC=C1)N(C1(CC1)C=CC(=O)N)CC1=CC=CC=C1 3-[1-(dibenzylamino)cyclopropyl]propenamide